tris(octyl)-methoxysilane C(CCCCCCC)[Si](OC)(CCCCCCCC)CCCCCCCC